BrC1=C2N=CC=NC2=CC=C1N1C=NC(=C1)C1=NC(=NC=C1C(F)(F)F)NC1CCN(CC1)S(=O)(=O)C 4-(1-(5-bromoquinoxalin-6-yl)-1H-imidazol-4-yl)-N-(1-(methylsulfonyl)piperidin-4-yl)-5-(trifluoromethyl)pyrimidin-2-amine